dimethyl (3,3-difluoro-2-oxoheptyl) phosphate P(=O)(OC)(OC)OCC(C(CCCC)(F)F)=O